ethyl 3-(4-(cyclopentylamino)-2-(methylthio)pyrimidin-5-yl)-3-oxopropanoate C1(CCCC1)NC1=NC(=NC=C1C(CC(=O)OCC)=O)SC